O=C1NC(CC[C@@H]1N1C(C2=CC=C(C=C2C1=O)N1CCC(CC1)CC1CCN(CC1)C(=O)OC(C)(C)C)=O)=O tert-butyl 4-[[1-[2-[(3S)-2,6-dioxo-3-piperidyl]-1,3-dioxo-isoindolin-5-yl]-4-piperidyl]methyl]piperidine-1-carboxylate